L-alanine 4-((S)-3-(4-(4-fluorophenoxy) pyridinamido)-5-methyl-4-oxo-2,3,4,5-tetrahydrobenzo[b][1,4]oxazepin-7-yl)-2,2-dimethylbut-3-yn-1-yl ester FC1=CC=C(OC2=CC(=NC=C2)C(=O)N[C@@H]2C(N(C3=C(OC2)C=CC(=C3)C#CC(COC([C@@H](N)C)=O)(C)C)C)=O)C=C1